2-Bromo-5-(2-morpholinoethoxy)benzonitrile BrC1=C(C#N)C=C(C=C1)OCCN1CCOCC1